(4-(3-hydroxyoxetan-3-yl)phenyl)(3-(4-(trifluoromethyl)phenyl)piperidin-1-yl)methanone OC1(COC1)C1=CC=C(C=C1)C(=O)N1CC(CCC1)C1=CC=C(C=C1)C(F)(F)F